COC1(CCN(CC1)C(C)=O)C1=CC=C(C=C1)C(=O)N1CCC(CC1)C1=CC=C(C=C1)C(F)(F)F 1-(4-methoxy-4-(4-(4-(4-(trifluoromethyl)phenyl)piperidine-1-carbonyl)phenyl)piperidin-1-yl)ethan-1-one